tert-butyl 3-oxo-1,2,3a,4,6,6a-hexahydropyrrolo[3,4-c]pyrrole-5-carboxylate O=C1NCC2CN(CC21)C(=O)OC(C)(C)C